5-[2-(dimethylamino)-3-methylpyridin-4-yl]-1-[(1S,2S)-2-methyl-1-(5-oxo-4H-1,2,4-oxadiazol-3-yl)cyclopropyl]Indole-2-carboxylic acid CN(C1=NC=CC(=C1C)C=1C=C2C=C(N(C2=CC1)[C@@]1([C@H](C1)C)C1=NOC(N1)=O)C(=O)O)C